ethyl 2,5-furandicarboxylate O1C(=CC=C1C(=O)[O-])C(=O)OCC